(6S)-6-{3-[(6-tert-Butylpyridin-3-yl)amino]-2-chlorophenyl}-2-imino-6-methyl-3-(tetrahydro-pyran-4-yl)hexahydropyrimidin-4-one C(C)(C)(C)C1=CC=C(C=N1)NC=1C(=C(C=CC1)[C@@]1(CC(N(C(N1)=N)C1CCOCC1)=O)C)Cl